BrC=1C=C2C3(CN(C2=CC1)C)CC3 5'-Bromo-1'-methylspiro[cyclopropane-1,3'-indoline]